C(C=C)(=O)N1CN(CN(C1)C(C=C)=O)C(C=C)=O 1,3,5-triacryloyl-hexahydro-1,3,5-triazine